ClCC1=C(C2=CC=C(C=C2C(=C1C)OC)F)OC 2-(chloromethyl)-6-fluoro-1,4-dimethoxy-3-methylnaphthalene